1-(5-chloropyridin-2-yl)methylamine ClC=1C=CC(=NC1)CN